FC1=CC=C(CC2=NC(=CC(=C2)C2=CC=CC=C2)C2=CC=CC=C2)C=C1 (4-fluorobenzyl)-4,6-diphenylpyridine